FC1=NC=CC(=C1)NC1=CC2=C(N=C(S2)N)C=C1 N6-(2-fluoro-4-pyridinyl)-1,3-benzothiazole-2,6-diamine